C1(=CC=CC=C1)OC(=O)N1C[C@@H](CC=C1)C1=CC(=CC=C1)O Phenyl-(S)-3-(3-hydroxyphenyl)-3,4-dihydropyridine-1(2H)-carboxylate